C1(CC1)C1=NN2C(N=NC=C2C(=O)NC2CCC(CC2)(F)F)=C1C(=O)N 7-cyclopropyl-N4-(4,4-difluorocyclohexyl)pyrazolo[5,1-c][1,2,4]triazine-4,8-dicarboxamide